1-bromo-4-(4-bromophenyl)-3-butene-2-one BrCC(C=CC1=CC=C(C=C1)Br)=O